CNC(=O)C=1C=CC=2N(C1)C=NN2 N-methyl-[1,2,4]Triazolo[4,3-a]Pyridine-6-carboxamide